FC1(CN(CC[C@H]1NC1=NN2C(C(=N1)OC)=C(C=C2)C=2C=CC1=C(N(C=N1)CCF)C2)S(=O)(=O)C)F (R)-N-(3,3-difluoro-1-(methylsulfonyl)piperidin-4-yl)-5-(1-(2-fluoroethyl)-1H-benzo[d]imidazol-6-yl)-4-methoxypyrrolo[2,1-f][1,2,4]triazin-2-amine